1-(dimethoxymethyl)-2,3,4,9-tetrahydro-1H-pyrido[3,4-b]indole-3-formic acid COC(C1NC(CC2=C1NC1=CC=CC=C21)C(=O)O)OC